O=C1N(C=CC(=C1)C(=C)C(F)(F)F)CC1CC2(CN(C2)C(=O)OC(C)(C)C)C1 tert-butyl 6-[[2-oxo-4-[1-(trifluoromethyl)vinyl]-1-pyridyl]methyl]-2-azaspiro[3.3]heptane-2-carboxylate